(5aR,6S,7S,8R,8aS)-5a-(4-cyclopropylphenyl)-7-((4,4-difluoropiperidin-1-yl)methyl)-1,3-dimethoxy-6-phenyl-5a,6,7,8-tetrahydro-8aH-cyclopenta[4,5]furo[3,2-c]pyridine-8,8a-diol C1(CC1)C1=CC=C(C=C1)[C@]12[C@](C=3C(=NC(=CC3O1)OC)OC)([C@@H]([C@@H]([C@H]2C2=CC=CC=C2)CN2CCC(CC2)(F)F)O)O